COC(=O)C1=COC2=C(C=C(C=C2C1C)F)F 6,8-Difluoro-4-methyl-4H-chromene-3-carboxylic acid methyl ester